phenyl (3-chloro-5-(difluoromethoxy) phenyl)carbamate ClC=1C=C(C=C(C1)OC(F)F)NC(OC1=CC=CC=C1)=O